[Na+].O[C@@H](C(=O)[O-])[C@H]([C@@H]([C@@H](CO)O)O)O (2R,3S,4R,5R)-2,3,4,5,6-pentahydroxyhexanoic acid, sodium salt